P(Cl)(Cl)OC(COCC=C)COCC#C 1-(allyloxy)-3-(propargyloxy)-2-propanol dichlorophosphite